C1(=CC=CC=C1)C1=NC2=CC(=NC=C2C=C1)CNC(C1=CC=CC=C1)=O N-((2-phenyl-1,6-naphthyridin-7-yl)methyl)benzamide